N-(6-chloro-3-methyl-2,4-dioxo-1-(3-(2-oxochroman-6-yl)prop-2-yn-1-yl)-1,2,3,4-tetrahydropyrimidin-5-yl)-3-(p-tolyl)propanamide ClC1=C(C(N(C(N1CC#CC=1C=C2CCC(OC2=CC1)=O)=O)C)=O)NC(CCC1=CC=C(C=C1)C)=O